COC(=O)C1=CC=C2C=CNC2=C1S(=O)(=O)C 7-(methylsulfonyl)-1H-indole-6-carboxylic acid methyl ester